C1(CCC1)OC1=NC(=NC=C1)C1=CC(=C(C(=C1)F)N1CCC(CC1)CC(=O)O)F 2-[1-[4-[4-(cyclobutoxy)pyrimidin-2-yl]-2,6-difluoro-phenyl]-4-piperidinyl]acetic acid